7-methyl-6-(3-azaspiro[5.5]undec-8-en-9-yl)-5-(5-(trifluoromethyl)-pyrimidin-2-yl)-7H-pyrrolo[2,3-d]pyrimidin-4-amine CN1C(=C(C2=C1N=CN=C2N)C2=NC=C(C=N2)C(F)(F)F)C2=CCC1(CCNCC1)CC2